C1(CC1)C1=NN(C(=C1O)C(=O)OC)CC1CC(CC1)(F)F Methyl 3-cyclopropyl-1-((3,3-difluorocyclopentyl)methyl)-4-hydroxy-1H-pyrazole-5-carboxylate